1-hydroxy-N4-(6-((2-phenylquinolin-4-yl)amino)hexyl)terephthalamide Methyl-((5-methyl-2-(pent-4-en-1-yl)imidazo[1,2-a]pyridin-8-yl)sulfonyl)-L-prolinate C[C@@]1(N(CCC1)S(=O)(=O)C=1C=2N(C(=CC1)C)C=C(N2)CCCC=C)C(=O)O.OC2(C(=O)N)CC=C(C(=O)NCCCCCCNC1=CC(=NC3=CC=CC=C13)C1=CC=CC=C1)C=C2